2-{3-[(1,3-dimethyl-1H-pyrazol-4-yl)amino]-1-(propan-2-yl)-1H-indazol-5-yl}propan-2-ol CN1N=C(C(=C1)NC1=NN(C2=CC=C(C=C12)C(C)(C)O)C(C)C)C